C(#N)C(CNC(=O)C=1C=CC(=NC1)NC1=NN2C(C=C(C=C2)C2=C(C=NN2C)OC[C@@H]2N(CC2)C(=O)OC(C)(C)C)=C1)(C)C tert-butyl (R)-2-(((5-(2-((5-((2-cyano-2-methylpropyl)carbamoyl)pyridin-2-yl)amino)pyrazolo[1,5-a]pyridin-5-yl)-1-methyl-1H-pyrazol-4-yl)oxy)methyl)azetidine-1-carboxylate